C1=CC=CC=2C3=CC=CC=C3C(C12)COC(=O)N[C@@H](CC(=O)[O-])C(=O)[O-] N-[(9H-fluoren-9-ylmethoxy)carbonyl]-L-aspartate